C(CCCCCCC)C(COC([C@@H](N)CCC(=O)O)=O)CCCCCCCCCC L-glutamic acid-2-octyldodecyl ester